1-(benzofuran-5-yl)-N-methylpropan-2-amine hydrochloride Cl.O1C=CC2=C1C=CC(=C2)CC(C)NC